4-(3-(2,4-Difluoro-3-hydroxy-5-(trifluoromethyl)phenyl)-1-methyl-1H-pyrazolo[4,3-c]pyridin-6-yl)-4,7-diazaspiro[2.5]octan-6-one FC1=C(C=C(C(=C1O)F)C(F)(F)F)C1=NN(C2=C1C=NC(=C2)N2C1(CC1)CNC(C2)=O)C